3-(4-(trifluoromethyl)thiazol-2-ylamino)pyrrolidin FC(C=1N=C(SC1)NC1CNCC1)(F)F